CC1=C(C=C2C=C(N=CC2=C1)NC(=O)[C@H]1[C@@H](C1)C1=NC=CC=C1)N1CC[NH+](CC1)[C@]1(COCC1)C (1R,2R)-N-[7-methyl-6-[4-((3R)-3-methyltetrahydrofuran-3-yl)piperazin-4-ium-1-yl]-3-isoquinolyl]-2-(2-pyridyl)cyclopropanecarboxamide